dimethyloctadecyl-[3-trimethoxysilylpropyl]ammonium chloride [Cl-].C[N+](CCC[Si](OC)(OC)OC)(CCCCCCCCCCCCCCCCCC)C